1-(2,3-dichlorophenyl)-2-methyl-6-oxo-1,6-dihydropyrimidin-4-yl 2,4,6-triisopropylbenzenesulfonate C(C)(C)C1=C(C(=CC(=C1)C(C)C)C(C)C)S(=O)(=O)OC=1N=C(N(C(C1)=O)C1=C(C(=CC=C1)Cl)Cl)C